ClC1=CC=C(CN2C(=NC=3N(C(N(C(C23)=O)CCCO)=O)C)C2(CCC(CC2)(C)C)OC)C=C1 7-(4-chlorobenzyl)-1-(3-hydroxypropyl)-8-(1-methoxy-4,4-dimethylcyclohexyl)-3-methyl-3,7-dihydro-1H-purine-2,6-dione